7-Amino-2-methyl-2,3,4,5-tetrahydro-1H-benzo[c]azepin-1-one NC1=CC2=C(C(N(CCC2)C)=O)C=C1